BrC1=NN(C(=N1)OC1=CC(=CC(=C1)F)Cl)C(C([2H])([2H])[2H])(C([2H])([2H])[2H])[2H] 3-bromo-5-(3-chloro-5-fluorophenoxy)-1-(1,1,1,2,3,3,3-heptadeuteriopropan-2-yl)-1,2,4-triazole